6-[5-[[2-(4-chloro-2,3-dihydro-1H-inden-2-yl)ethylamino]methyl]-2-oxo-1,3-oxazolidin-3-yl]-4H-pyrido[3,2-b][1,4]oxazin-3-one ClC1=C2CC(CC2=CC=C1)CCNCC1CN(C(O1)=O)C=1C=CC=2OCC(NC2N1)=O